COC methylether